2-Fluoro-5-(5-(4-(methyl-sulfonyl)piperazin-1-yl)-1H-pyrazolo[3,4-c]pyridazin-1-yl)-3-(trifluoromethyl)phenol FC1=C(C=C(C=C1C(F)(F)F)N1N=CC=2C1=NN=C(C2)N2CCN(CC2)S(=O)(=O)C)O